N(=[N+]=[N-])CC1=C(C=CC(=C1)C(F)(F)F)Br 2-(Azidomethyl)-1-bromo-4-(trifluoromethyl)benzene